C(C1=CC=CC=C1)N1CC2=C(C=C(C=C2C(C1)N)F)F 2-benzyl-6,8-Difluoro-1,2,3,4-tetrahydroisoquinolin-4-amine